2-Amino-N-{1-[4-chloro-7-(1,1-dioxidothiomorpholin-4-yl)-2H-indazol-6-yl]ethyl}pyrazolo[1,5-a]pyrimidine-3-carboxamide NC1=NN2C(N=CC=C2)=C1C(=O)NC(C)C=1C=C(C2=CNN=C2C1N1CCS(CC1)(=O)=O)Cl